3-(2-methoxyethylcarbamoyl)pyrazol COCCNC(=O)C1=NNC=C1